2-(2-phenyl-adamantan-2-yl)acetic acid C1(=CC=CC=C1)C1(C2CC3CC(CC1C3)C2)CC(=O)O